4-ethoxy-5-(4-fluorophenyl)-6-methylpyridine-3-carboxamide C(C)OC1=C(C=NC(=C1C1=CC=C(C=C1)F)C)C(=O)N